C(CCCCCCCCCCCCCCC)C(CCCCCCCCCCCCCCCC(=O)O)(C(=O)O)CCCCCCCCCCCCCCCC dicetyl-1,16-hexadecylenedicarboxylic acid